CN(C=1C(=C(C(=O)OC)C=CC1)[N+](=O)[O-])C Methyl 3-(dimethylamino)-2-nitrobenzoate